C(C=C)[SiH2]C(Cl)Cl allyl-(dichloro)methylsilane